(+/-)-(1S,2S,4S,5S)-4-amino-6,6-difluorobicyclo[3.1.0]hexane-2-carboxylic acid N[C@H]1C[C@@H]([C@@H]2C([C@H]12)(F)F)C(=O)O |r|